[4-(2,2,2-trifluoroethoxy)phenyl]boronic acid FC(COC1=CC=C(C=C1)B(O)O)(F)F